C(C1=CC=CC=C1)OC(=O)NC(C(=O)OC)=CC1COC1 methyl 2-(((benzyloxy)carbonyl)amino)-3-(oxetan-3-yl)acrylate